NC=1C2=C(N=CN1)N(C(=C2C2=CC(=C(C=C2)OC2=NC=CC(=N2)Cl)F)C2=CC=C(C=C2)NC(C(=C)C)=O)C N-(4-(4-amino-5-(4-((4-chloropyrimidin-2-yl)oxy)-3-fluorophenyl)-7-methyl-7H-pyrrolo[2,3-d]pyrimidin-6-yl)phenyl)methacrylamide